2-oxo-1,2-dihydrothieno[3,4-b]Pyridin-4-yl triflate O(S(=O)(=O)C(F)(F)F)C=1C=2C(NC(C1)=O)=CSC2